CON(C(CC1CC(C1)NC(OC(C)(C)C)=O)=O)C tert-Butyl ((1r,3r)-3-(2-(methoxy(methyl)amino)-2-oxoethyl)cyclobutyl)carbamate